7-((6-(difluoromethyl)-7-(3-(methylsulfonyl)benzyl)-7H-pyrrolo[2,3-d]pyrimidin-2-yl)amino)-N-methyl-2,3-dihydrobenzofuran-4-carboxamide FC(C1=CC2=C(N=C(N=C2)NC=2C=CC(=C3CCOC32)C(=O)NC)N1CC1=CC(=CC=C1)S(=O)(=O)C)F